O=C(NCCCOCCOCCOCCC)CCC 15-oxo-4,7,10-trioxa-14-azaoctadecane